cyanoacetate compound with formaldehyde C=O.C(#N)CC(=O)O